CC=1C=C2C=CN(C2=CC1C(=O)NC1(CC1)C1=CC=CC2=CC=CC=C12)CC1COC1 5-Methyl-N-(1-(naphthalen-1-yl)cyclopropyl)-1-(oxetan-3-ylmethyl)-1H-indole-6-carboxamide